N-acetyl-amino-4-(methylthio)butanoic acid C(C)(=O)NC(C(=O)O)CCSC